FC(S(=O)(=O)[O-])(F)F.C(CCCCCCCCC)[N+](C)(C)CCCCCCCCCC di-n-decyldimethylammonium trifluoromethanesulfonate